Adamantanol nitrate [N+](=O)([O-])OC12CC3CC(CC(C1)C3)C2